ClC1=CC=C(C=C1)C(C(=O)N(C)[C@@H]1COCC=2NC(C=3C=C(C(=CC3C21)F)F)=O)NC(OC(C)(C)C)=O tert-butyl (1-(4-chlorophenyl)-2-(((S)-8,9-difluoro-6-oxo-1,4,5,6-tetrahydro-2H-pyrano[3,4-c]isoquinolin-1-yl)(methyl)amino)-2-oxoethyl)carbamate